(hydroxyethyl)methacrylate OCCOC(C(=C)C)=O